FC=1C=C(C=C2OC(C3=CC(=CC=C23)[N+](=O)[O-])=O)C=CC1C 3-(3-fluoro-4-methylbenzylidene)-6-nitroisobenzofuran-1(3H)-one